C([C@H](C)O)O (2S)-propane-1,2-diol